Di-t-HexylperOxide C(C)(C)(CCC)OOC(C)(C)CCC